C(C)(C)(C)OC(=O)N1[C@@H](CCC1)C1=C2CN(CC2=CC(=C1)Cl)C(COC)=O (S)-2-(6-chloro-2-(2-Methoxyacetyl)isoindolin-4-yl)pyrrolidine-1-carboxylic acid tert-butyl ester